tert-butyl (2R)-6-(benzyloxy)-5-[(2-tert-butoxy-2-oxoethyl)(trifluoroacetyl)amino]-2-{[(cyclopropylmethyl)amino]methyl}-4-fluoro-2,3-dihydro-1H-indole-1-carboxylate C(C1=CC=CC=C1)OC1=C(C(=C2C[C@@H](N(C2=C1)C(=O)OC(C)(C)C)CNCC1CC1)F)N(C(C(F)(F)F)=O)CC(=O)OC(C)(C)C